Cl.FC=1C=C(C=CC1)[C@H](O)[C@@H]1N[C@H](CC1)CC1CCC(CC1)OC (S)-(3-Fluorophenyl)((2R,5R)-5-(((1r,4R)-4-methoxycyclohexyl)-methyl)-pyrrolidin-2-yl)methanol hydrochloride